C(CCCCCC)(=O)NO heptanohydroxamic acid